C(C)(C)(C)OC([C@H](NCC=1NC=C(C1)Br)C)=O ((4-bromo-1H-pyrrol-2-yl)methyl)-D-alanine tert-butyl ester